2-(3-fluoro-4-nitrophenyl)propanoic acid FC=1C=C(C=CC1[N+](=O)[O-])C(C(=O)O)C